C(C)OC(C(C)(C)OC=1C(=NC(=NC1OC)N(CC1=CC=C(C=C1)OC)CC1=CC=C(C=C1)OC)OC)=O.C(=CC)C1=C(OC2=CC=C(C=C2)S(=O)(=O)C2=CC=C(C=C2)OC2=C(C=CC=C2)C=CC)C=CC=C1 bis[4-(o-propenylphenoxy)phenyl]Sulfone ethyl-2-[2-[bis[(4-methoxyphenyl)methyl]amino]-4,6-dimethoxy-pyrimidin-5-yl]oxy-2-methyl-propanoate